NC=1C2=C(N=CN1)NC=C2C=2SC=C(N2)CC2=CC=CC=C2 4-amino-5-(4-benzylthiazol-2-yl)-7H-pyrrolo[2,3-d]pyrimidin